S1C=C(C=C1)C[C@@H](C)NC(OC1=CC=C(C=C1)[N+](=O)[O-])=O |r| 4-Nitrophenyl (RS)-[1-(thiophen-3-yl)propan-2-yl]carbamate